C1=C(C=C(C(=C1Br)[N+](=O)[O-])I)Br 2,4-dibromo-6-iodonitrobenzene